((6-(difluoromethoxy)-2-(2-methyl-[1,1'-biphenyl]-3-yl)benzo[d]oxazol-5-yl)methyl)-D-proline FC(OC1=CC2=C(N=C(O2)C=2C(=C(C=CC2)C2=CC=CC=C2)C)C=C1CN1[C@H](CCC1)C(=O)O)F